benzyl (2-sulfamoylethyl)carbamate S(N)(=O)(=O)CCNC(OCC1=CC=CC=C1)=O